5-chloro-3-isopropyl-8-methyl-7-tosyl-7H-pyrrolo[3,2-e][1,2,4]triazolo[4,3-c]pyrimidine ClC1=NC2=C(C=3N1C(=NN3)C(C)C)C=C(N2S(=O)(=O)C2=CC=C(C)C=C2)C